N1=CC=C(C=C1)C(CC(C)=O)=O 1-(4-pyridyl)butane-1,3-dione